C1(=CC(=CC=C1)C1=NC(=NC=C1Cl)NC1CC(CCC1)C(=O)N1CCN(CC1)C(CN1CCC(CC1)C1=CC=C(C=C1)NC1C(NC(CC1)=O)=O)=O)C1=CC=CC=C1 3-((4-(1-(2-(4-(3-((4-([1,1'-biphenyl]-3-yl)-5-chloropyrimidin-2-yl)amino)cyclohexane-1-carbonyl)piperazin-1-yl)-2-oxoethyl)piperidin-4-yl)phenyl)amino)piperidine-2,6-dione